Ethyl (E)-4,4-difluoro-9-oxodec-7-enoate FC(CCC(=O)OCC)(CC\C=C\C(C)=O)F